N-(2-amino-4-((4-hydroxybenzyl)amino)phenyl)-2,3-difluoroheptanamide NC1=C(C=CC(=C1)NCC1=CC=C(C=C1)O)NC(C(C(CCCC)F)F)=O